tert-butyl-3-(2,6-difluorophenyl)-3,4-dihydrothieno[2,3-d]-pyrimidin-2(1H)-one C(C)(C)(C)N1C(N(CC2=C1SC=C2)C2=C(C=CC=C2F)F)=O